N-(4-((5-cyanopyridin-2-yl)oxy)-3-methylphenyl)-3-(4-fluorophenoxy)cyclobutane-1-carboxamide C(#N)C=1C=CC(=NC1)OC1=C(C=C(C=C1)NC(=O)C1CC(C1)OC1=CC=C(C=C1)F)C